C(C1=CC=CC=C1)(=O)N1[C@H](CCC1)C(=O)N1CCN(C2(C1)CCN(C(CC2)=O)CC(=O)O)C 2-(4-(benzoyl-D-prolyl)-1-methyl-10-oxo-1,4,9-triazaspiro[5.6]dodecan-9-yl)acetic acid